C1(CC1)S(=O)(=O)N1N=CC(=C1)C1=NC=CC(=N1)NC1=NC=C(C(=C1)NC(C)C)C#CC=1C=NN(C1)C N2-(2-(1-(Cyclopropylsulfonyl)-1H-pyrazol-4-yl)pyrimidin-4-yl)-N4-isopropyl-5-((1-methyl-1H-pyrazol-4-yl)ethynyl)pyridine-2,4-diamine